(2S,4S)-1-[1-(4-chlorophenyl)cyclopropanecarbonyl]-4-methyl-pyrrolidine-2-carboxylic acid ClC1=CC=C(C=C1)C1(CC1)C(=O)N1[C@@H](C[C@@H](C1)C)C(=O)O